5-chloro-2-methoxypyrimidine ClC=1C=NC(=NC1)OC